5-chloro-2-cyanophenyl 3-[4-(4-chlorothiazol-2-yl)-1H-1,2,3-triazol-1-yl]-3-deoxy-2-O-methyl-1-thio-alpha-D-galactopyranoside ClC=1N=C(SC1)C=1N=NN(C1)[C@@H]1[C@H]([C@@H](SC2=C(C=CC(=C2)Cl)C#N)O[C@@H]([C@@H]1O)CO)OC